C(C)(C)(C)C1=NC(=NC=C1)C=1NC2=CC=C(C=C2C1)S(=O)(=O)CC(=O)O 2-((2-(4-(tert-Butyl)pyrimidin-2-yl)-1H-indol-5-yl)sulfonyl)acetic acid